C(CCC)(=O)OCCCCCC\C=C/CCCC (Z)-7-dodecenyl butyrate